2-((2-bromo-6-fluorobenzyl)oxy)-N-methoxy-N-methylacetamide BrC1=C(COCC(=O)N(C)OC)C(=CC=C1)F